ClC1=CC(=C2C(=N1)N=CN2C)C(F)(F)F 5-chloro-1-methyl-7-(trifluoromethyl)-1H-imidazo[4,5-b]pyridine